ClC1=CC2=C(NC(=N2)C(=O)N2[C@@H](C=3C=CC=NC3CC2)C)C(=C1)Cl (R)-(5,7-Dichloro-1H-benzo[d]imidazol-2-yl)(5-methyl-7,8-dihydro-1,6-naphthyridin-6(5H)-yl)methanone